trans-N1-(4-([1,1'-biphenyl]-3-yl)-5-chloropyrimidin-2-yl)cyclohexane-1,3-diamine C1(=CC(=CC=C1)C1=NC(=NC=C1Cl)N[C@@H]1C[C@H](CCC1)N)C1=CC=CC=C1